2-Nitro-5-(2-propynyloxy)benzyl-4-cyano-4-(phenylcarbonothioylthio)pentanoat [N+](=O)([O-])C1=C(COC(CCC(C)(SC(=S)C2=CC=CC=C2)C#N)=O)C=C(C=C1)OCC#C